(3R*,4R*)-1-Cyclohexyl-4-{[5-(2,4-difluoro-phenyl)-isoxazole-3-carbonyl]-amino}-piperidine-3-carboxylic acid (2-methoxy-ethyl)-amide COCCNC(=O)[C@@H]1CN(CC[C@H]1NC(=O)C1=NOC(=C1)C1=C(C=C(C=C1)F)F)C1CCCCC1 |o1:7,12|